C(C1=CC=CC=C1)OC1=CC=C(C=C1)C=1C=CC=C2C=NC(=NC12)NC1=CC(=CC=C1)N1CCN(CC1)C 8-(4-(benzyloxy)phenyl)-N-(3-(4-methylpiperazin-1-yl)phenyl)quinazolin-2-amine